(S)-(2-((6,6-dimethylpiperidin-3-yl)amino)-5,6,7,8-tetrahydropyrimido[4',5':3,4]cyclohepta[1,2-b]indol-9-yl)dimethylphosphine oxide CC1(CC[C@@H](CN1)NC=1N=CC2=C(C3=C(NC=4C(=CC=CC34)P(C)(C)=O)CCC2)N1)C